(S)-2-((4-(6-((4-cyano-2-methoxybenzyl) oxy) pyridin-2-yl)-5,6-dihydro-1,2,4-triazin-1(4H)-yl) methyl)-4-fluoro-1-(oxetan-2-ylmethyl)-1H-benzo[d]imidazole-6-carboxylate C(#N)C1=CC(=C(COC2=CC=CC(=N2)N2C=NN(CC2)CC2=NC3=C(N2C[C@H]2OCC2)C=C(C=C3F)C(=O)[O-])C=C1)OC